C(C)C=1C=CC(=NC1)CCOC=1C=C(C=C2CCN(C(C12)=O)CC1=CC(=CC(=C1)NC(CCl)=O)C(F)(F)F)OC 8-[2-(5-Ethylpyridin-2-yl)ethoxy]-6-methoxy-2-[3-trifluoromethyl-5-(2-chloroacetamido)-benzyl]-3,4-dihydroisoquinolin-1(2H)-one